cobalt silver dioxide [O-2].[O-2].[Ag+].[Co+2]